ClC1=C(C=CC(=C1)Cl)[C@@H]1OC2=C(C=CC=C2C(=C1)F)C1CCN(CC1)CC1=NC=2C(=NC(=CC2)C(=O)O)N1CC1(CC1)CF (R)-2-((4-(2-(2,4-dichlorophenyl)-4-fluoro-2H-chromen-8-yl)piperidin-1-yl)methyl)-3-((1-(fluoromethyl)cyclopropyl)methyl)-3H-imidazo[4,5-b]pyridine-5-carboxylic acid